CN1CCN(CC1)C=1C=NC(=CC1)NC(=NC(=O)OC(C)(C)C)NC(=O)OC(C)(C)C 1-methyl-4-(6-(2,3-bis(t-butoxycarbonyl)guanidino)pyridin-3-yl)piperazine